FC(C=1N=CC=2N(C1)C(=CN2)C2=NC=CC(=N2)N2CC1N(CCNC1=O)CC2)F 8-(2-(6-(Difluoromethyl)imidazo[1,2-a]pyrazin-3-yl)pyrimidin-4-yl)hexahydro-2H-pyrazino[1,2-a]pyrazin-1(6H)-one